N-[(2S)-2-benzyl-3-methylbutyl]-1-methyl-5-oxo-4H-1,2,4-triazole-3-carboxamide C(C1=CC=CC=C1)[C@H](CNC(=O)C1=NN(C(N1)=O)C)C(C)C